COC(=O)C12CCC(CC1)(CC2)CO 1-(hydroxymethyl)bicyclo[2.2.2]octane-4-carboxylic acid methyl ester